2-((1-(2-(Azetidin-1-yl)phenyl)-5-(3,5-dimethoxyphenyl)-1H-pyrazol-3-yl)methoxy)-2-methylpropanoic acid N1(CCC1)C1=C(C=CC=C1)N1N=C(C=C1C1=CC(=CC(=C1)OC)OC)COC(C(=O)O)(C)C